1-(11Z-eicosenoyl)-2-octadecanoyl-glycero-3-phosphoserine CCCCCCCCCCCCCCCCCC(=O)O[C@H](COC(=O)CCCCCCCCC/C=C\CCCCCCCC)COP(=O)(O)OC[C@@H](C(=O)O)N